(R)-1-cyclopropyl-3-(5-(2-(2,5-difluorophenyl)-4,4-difluoropyrrolidin-1-yl)pyrazolo[1,5-a]pyrimidin-3-yl)thiourea C1(CC1)NC(=S)NC=1C=NN2C1N=C(C=C2)N2[C@H](CC(C2)(F)F)C2=C(C=CC(=C2)F)F